2-methyl-3-oxirane-carboxylic acid ethyl ester C(C)OC(=O)C1C(O1)C